5-ethynyl-6-(2-oxo-2-(m-tolyl)ethyl)-5,6-dihydro-4H-pyrrolo[3,2,1-ij]quinoline-5-carboxylic acid methyl ester COC(=O)C1(CN2C3=C(C=CC=C3C1CC(C=1C=C(C=CC1)C)=O)C=C2)C#C